OC1=C(C=CC(=C1)O)C(\C=C\C1=CC(=C(C=C1)OC)COC=1C=CC=C2C=CC=NC12)=O (E)-1-(2,4-Dihydroxyphenyl)-3-[4-methoxy-3-(quinolin-8-yloxymethyl)phenyl]prop-2-en-1-one